C(C)(C)(C)C1=C(C(=CC(=C1)NC1=NC(=NC(=N1)SCCCCCCCC)SCCCCCCCC)C(C)(C)C)O 2,6-di-tert-butyl-4-((4,6-bis(octylthio)-1,3,5-triazin-2-yl)amino)-phenol